(R)-1-(3-(4-amino-3-(4-phenoxyphenyl)-1H-pyrazolo[3,4-d]pyrimidin-1-yl)piperidin-1-yl)-2-(bromomethyl)prop-2-en-1-one NC1=C2C(=NC=N1)N(N=C2C2=CC=C(C=C2)OC2=CC=CC=C2)[C@H]2CN(CCC2)C(C(=C)CBr)=O